(S)-(6-(1,2-benzoxazol-5-yl)thieno[2,3-b]pyridin-2-yl)(tetrahydro-2H-pyran-4-yl)methanol O1N=CC2=C1C=CC(=C2)C2=CC=C1C(=N2)SC(=C1)[C@@H](O)C1CCOCC1